BrC=1C=CC=2C=3C4=C(C=CC3C3(C5=CC=CC=C5OC=5C=CC=CC35)C2C1)C=CC=C4 9-bromospiro[benzo[C]fluorene-7,9'-xanthene]